(tris(2-acryloyloxyethyl))benzylammonium C(C=C)(=O)OCC[N+](CC1=CC=CC=C1)(CCOC(C=C)=O)CCOC(C=C)=O